C(C)(C)OC=1C=CC(=NC1)C1=NSC(=N1)N(C1=NC=CC=C1N(C)C)C N2-(3-(5-isopropoxypyridin-2-yl)-1,2,4-thiadiazol-5-yl)-N2,N3,N3-trimethylpyridine-2,3-diamine